tert-butyl-4-(((6-(4-fluorophenyl)-1-(3-(pyrrolidin-1-yl)propyl)-1H-indazol-4-yl)amino)methyl)piperidine-1-carboxylate C(C)(C)(C)OC(=O)N1CCC(CC1)CNC1=C2C=NN(C2=CC(=C1)C1=CC=C(C=C1)F)CCCN1CCCC1